FC1=C(C=CC(=C1)F)N1N=CC(=N1)C(=O)[O-] 2-(2,4-difluorophenyl)triazole-4-carboxylate